C(=O)(OC(C)(C)C)NC(COCC=1C=C(C(=NC1)OC)[N+](=O)[O-])C 5-(2-(N-Boc-amino)propoxymethyl)-2-methoxy-3-nitropyridine